ClC1=CC=C(C=C1)C=1C=C(C(N(N1)C=1C=NC=CC1)=O)C(=O)N[C@@H]1COC[C@H]1O 6-(4-chlorophenyl)-N-[(trans)-4-hydroxytetrahydrofuran-3-yl]-3-oxo-2-(pyridin-3-yl)-2,3-dihydropyridazine-4-carboxamide